CC(C)=CCC[C@@H](C)[C@H]1CC[C@H]2C3=CC=C4CCCC[C@]4(C)[C@H]3CC[C@]12C cholest-5,7,24-trien